COC1=C(C(=CC=C1)C)NS(=O)=O.[Na] Sodium N-(2-methoxy-6-methylphenyl)sulfonamide